C(N)(=O)C1(COCC1)N1C(OC(=C1)COC=1C=CC2=C(C=C(O2)C)C1)C N-(3-carbamoyltetrahydrofuran-3-yl)-2-methyl-5-((2-methyloxazol-5-yl)methoxy)benzofuran